2-(2,4-dioxo-3,4-dihydropyrimidin-1(2H)-yl)acetic acid O=C1N(C=CC(N1)=O)CC(=O)O